1-(5-amino-2,4-dimethylphenyl)-3-(2-propyn-1-yloxy)-2-pyrrolidone NC=1C(=CC(=C(C1)N1C(C(CC1)OCC#C)=O)C)C